FC=1C=C(C=NC1OCC1(CC1)C(F)(F)F)C=O (5-fluoro-6-((1-(trifluoromethyl)cyclopropyl)methoxy)pyridin-3-yl)methanone